OCC/C(=C/C(=O)O)/C (E)-5-hydroxy-3-methylpent-2-enoic acid